CC1=CSC2=C1C=C(C=C2)C=2C=C(C=C1N=CC=NC21)NC=2CN(C=CC2)C2CN(CC2)C 3-{[8-(3-methyl-1-benzothiophen-5-yl)quinoxalin-6-yl]amino}-N-(1-methylpyrrolidin-3-yl)pyridine